L-2-chloro-4-methoxyphenol ClC1=C(C=CC(=C1)OC)O